(1R,2S,5S)-3-tert-Butoxycarbonyl-6,6-dimethyl-3-azabicyclo[3.1.0]hexane-2-carboxylic acid C(C)(C)(C)OC(=O)N1[C@@H]([C@H]2C([C@H]2C1)(C)C)C(=O)O